S1C(=NC2=C1C=CC=C2)NC(=O)C=2C=CC=C1CCN(CC21)C2=CC=C(C(=N2)C(=O)O)C=2C=NN(C2C)CC2(CCCCCC2)OCC(COC)OC 6-[8-(1,3-benzothiazol-2-ylcarbamoyl)-3,4-dihydroisoquinolin-2(1H)-yl]-3-(1-{[1-(2,3-dimethoxypropoxy)cycloheptyl]methyl}-5-methyl-1H-pyrazol-4-yl)pyridine-2-carboxylic acid